(16R,21R)-18-benzyl-12-(2,6-dimethylphenyl)-21-(2-methylpropyl)-15-oxa-8λ6-thia-1,9,11,18,22-pentaazatetracyclo[14.4.1.13,7.110,14]tricosa-3(23),4,6,10,12,14(22)-hexaene-2,8,8-trione C(C1=CC=CC=C1)N1C[C@H]2OC=3C=C(N=C(NS(C4=CC=CC(C(N(CC1)[C@@H]2CC(C)C)=O)=C4)(=O)=O)N3)C3=C(C=CC=C3C)C